C(C1=CC=CC=C1)OC(=O)N1CCC2(CC1)C(NC1=CC(=CC=C12)Br)=O 6-bromo-2-oxospiro[indoline-3,4'-piperidine]-1'-carboxylic acid benzyl ester